methamidyl-amine C(=O)NN